di(2-ethylhexyl)hexyl-norbornene-2,3-dicarboxylic acid C(C)C(CC1C2(C(=C(C(C1)(C2)CCCCCC)C(=O)O)C(=O)O)CC(CCCC)CC)CCCC